ethyl 3-(2-chloro-5-nitro-4-pyridinyl)-2-oxo-propanoate ClC1=NC=C(C(=C1)CC(C(=O)OCC)=O)[N+](=O)[O-]